ClC1=NC2=C(C=CC=C2C=2N1N=C(N2)C=2C=NN(C2)C(F)F)C#N 5-chloro-2-[1-(difluoromethyl)-1H-pyrazol-4-yl][1,2,4]triazolo[1,5-c]quinazolin-7-carbonitrile